ClC1=C(C(=CC=C1)C(F)(F)F)C1CCC(CC1)=CNCCN(C)C 5-(2-chloro-6-(trifluoromethyl)phenyl)-2-(((2-(dimethylamino)ethyl)amino)methylene)cyclohexane